(2S)-2-amino-N-[(5R)-3-(2,6-difluorobenzoyl)-5-methyl-5,6-dihydro-4H-cyclopenta[b]thiophen-2-yl]propanamide N[C@H](C(=O)NC1=C(C2=C(S1)C[C@@H](C2)C)C(C2=C(C=CC=C2F)F)=O)C